BrC=1C=C(OC(C1OCCOC(C)(C)C)=O)C(=O)NC=1SC(=NN1)N1N=CC=C1NC(C)=O 4-bromo-5-[2-(tert-butoxy)ethoxy]-N-[5-(5-acetamidopyrazol-1-yl)-1,3,4-thiadiazol-2-yl]-6-oxopyran-2-carboxamide